2-(3H-[1,2,3]triazolo[4,5-c]pyridin-6-yl)-N-(4-phenethoxyphenyl)isonicotinamide N1=NNC=2C=NC(=CC21)C=2C=C(C(=O)NC1=CC=C(C=C1)OCCC1=CC=CC=C1)C=CN2